(4aS,5aR)-3-(6-Bromo-5-ethyl-3H-imidazo[4,5-b]pyridin-2-yl)-5a-methyl-1-((2-(trimethylsilyl)ethoxy)methyl)-1,4,4a,5,5a,6-hexahydrocyclopropa[f]indazole BrC=1C=C2C(=NC1CC)NC(=N2)C2=NN(C=1C[C@@]3([C@H](CC21)C3)C)COCC[Si](C)(C)C